N1[C@@H](CC1)CO (S)-2-azetidinemethanol